C(C)C1=CC(=C(C=C1)C1=CC=C(C=C1)CC)[N+](=O)[O-] 4,4'-diethyl-2-nitro-1,1'-biphenyl